FC1=CC(=CC2=C1OCCO2)[C@H]([C@@H](CN2CCCC2)NC(=O)[C@H]2CN(CC2)C2=CC1=CC=CC=C1C=C2)O (R)-N-((1R,2R)-1-(8-fluoro-2,3-dihydrobenzo[b][1,4]dioxin-6-yl)-1-hydroxy-3-(pyrrolidin-1-yl)propan-2-yl)-1-(naphthalen-2-yl)pyrrolidine-3-carboxamide